4-hydroxylmandelic acid OC1=CC=C(C(C(=O)O)O)C=C1